2-(5-amino-2-(furan-2-yl)-7H-pyrazolo[4,3-e][1,2,4]triazolo[1,5-c]pyrimidin-7-yl)-N-((1R,3R)-3-hydroxycyclopentyl)-2-phenylpropanamide NC1=NC2=C(C=3N1N=C(N3)C=3OC=CC3)C=NN2C(C(=O)N[C@H]2C[C@@H](CC2)O)(C)C2=CC=CC=C2